CO[Si](I)(OC)OC trimethoxyiodosilane